Cl.COC1=C(C=CC=C1)NC1N(C(=NC(=N1)N)N1CCOCC1)C1=C(C=CC=C1)OC N,N1-Bis-(2-methoxyphenyl)-6-morpholin-4-yl-[1,3,5]triazine-2,4-diamine hydrochloride